N-[2-[[[2-methoxy-6-[(2-methyl-[1,1'-biphenyl]-3-yl)-methoxy]-3-pyridinyl]methyl]amino]ethyl]-acetamide COC1=NC(=CC=C1CNCCNC(C)=O)OCC=1C(=C(C=CC1)C1=CC=CC=C1)C